C(C)(C)(CC(C)(C)C)C1=CC=C(C=C1)N1NC(=CC1C1=CC=C(C=C1)C(C)(C)CC(C)(C)C)C=CC1=CC=C(C=C1)C(C)(C)CC(C)(C)C 1,5-bis-(4-tert-octyl-phenyl)-3-(4-tert-octyl-styryl)-pyrazoline